3-[7-fluoro-6-[1-[(4-fluoro-4-piperidyl)methyl]-4-piperidyl]-1-methyl-indazol-3-yl]piperidine-2,6-dione FC=1C(=CC=C2C(=NN(C12)C)C1C(NC(CC1)=O)=O)C1CCN(CC1)CC1(CCNCC1)F